N-(6-((4-(ethylsulfonylaminomethyl)-1H-pyrazol-1-yl)methyl)-4-methoxybenzo[d]isoxazol-3-yl)-2,6-dimethoxybenzenesulfonamide C(C)S(=O)(=O)NCC=1C=NN(C1)CC1=CC2=C(C(=NO2)NS(=O)(=O)C2=C(C=CC=C2OC)OC)C(=C1)OC